(R)-N2-(3-chloro-4-fluorophenyl)-N4-(1-cyclopropylethyl)-8-(1-methyl-1,2,3,6-tetrahydropyridin-4-yl)quinazoline-2,4-diamine ClC=1C=C(C=CC1F)NC1=NC2=C(C=CC=C2C(=N1)N[C@H](C)C1CC1)C=1CCN(CC1)C